CC=1C=C2C(C=C(OC2=C(C1)C(C)NC1=C(C(=O)O)C=CC=C1)N1CC(CCC1)C)=O 2-[1-[6-Methyl-2-(3-methyl-1-piperidyl)-4-oxo-chromen-8-yl]ethylamino]benzoic acid